Cl.C(C)(C)N1N=NC=2C=CC=3C=NC(=NC3C21)NC=2N=NC(=CC2)N2CCNCC2 1-Isopropyl-N-(6-(piperazin-1-yl)pyridazin-3-yl)-1H-[1,2,3]triazolo[4,5-h]quinazolin-8-amine hydrochloride